O=C1N(C2=C(SC1)C=CC(=C2)C=2OC(=CC2)CN2CCCCC2)CC2=CC=C(C(=O)NN=CCC)C=C2 4-((3-oxo-6-(5-(piperidin-1-ylmethyl)furan-2-yl)-2,3-dihydro-4H-benzo[b][1,4]thiazin-4-yl)methyl)-N'-propylidenebenzohydrazide